[Si](C)(C)(C(C)(C)C)OCC=1N=C(C2=CC(=NC=C2C1)Cl)N1CCCCC1 3-(((tert-butyldimethylsilyl)oxy)methyl)-7-chloro-1-(piperidin-1-yl)-2,6-naphthyridine